C(C)OC(\C=C\C1=NC(=NC=C1)C(C)C)=O (E)-3-(2-isopropyl-pyrimidin-4-yl)-acrylic acid ethyl ester